BrC1=CC2=C(C(=NO2)C2=C(C=CC=C2)[C@H](CC2=NC(=CC=C2)OCCOC2OCCCC2)N[S@@](=O)C(C)(C)C)C=C1 (S)-N-{(1S)-1-[2-(6-Bromobenzo[d]isoxazol-3-yl)phenyl]-2-[6-{2-[(tetrahydro-2H-pyran-2-yl)oxy]ethoxy}pyridine-2-yl]ethyl}-2-methylpropane-2-sulfinamide